CC1=CC(=NN1)NC=1C=NC2=CC=CC(=C2N1)N1C[C@H]2CC[C@@H](C1)N2CCC#N 3-((1R,5S)-3-(3-((5-methyl-1H-pyrazol-3-yl)amino)quinoxalin-5-yl)-3,8-diazabicyclo[3.2.1]octane-8-yl)propionitrile